(2-Thiazolin-2-ylthio)-acetic acid, methyl ester S1C(=NCC1)SCC(=O)OC